O=C1CN(C2CC2C1)C(=O)OCC1=CC=CC=C1 benzyl 4-oxo-2-azabicyclo[4.1.0]heptane-2-carboxylate